3-chloro-2,6-difluoro-N-(6-fluoropyridin-2-yl)-4-(3'-methyl-[1,3'-bipyrrolidin]-1'-yl)benzenesulfonamide ClC=1C(=C(C(=CC1N1CC(CC1)(N1CCCC1)C)F)S(=O)(=O)NC1=NC(=CC=C1)F)F